ClC=1N=C(C2=C(N1)N=C(C=C2)Cl)N 2,7-dichloropyrido[2,3-d]pyrimidin-4-amine